7-(Hydroxymethyl)-3-methyl-5-(1-methyl-1H-pyrazol-4-yl)quinoxalin-2(1H)-one OCC1=CC(=C2N=C(C(NC2=C1)=O)C)C=1C=NN(C1)C